2-hydroxy-2-(4-hydroxytetrahydro-2H-pyran-4-yl)acetamide OC(C(=O)N)C1(CCOCC1)O